ClC1=CC(=C(C=C1)N1CC(N(C2(CC(C2)C(=O)N2CCC(CC2)O)C1=O)CC1=CC=C(C=C1)Cl)=O)F (2r,4r)-8-(4-chloro-2-fluorophenyl)-5-(4-chlorobenzyl)-2-(4-hydroxypiperidine-1-carbonyl)-5,8-diazaspiro[3.5]nonane-6,9-dione